CC1=CC=C(CC2=NCCC=3CCCCC23)C=C1 1-(4-methylbenzyl)-3,4,5,6,7,8-hexahydroisoquinoline